(S)-4-methyl-2-(2-oxopyrazin-1(2H)-yl)pentanoic acid CC(C[C@@H](C(=O)O)N1C(C=NC=C1)=O)C